6-chloro-4-methyl-N-(pyridin-4-yl)pyridine-2-carboxamide ClC1=CC(=CC(=N1)C(=O)NC1=CC=NC=C1)C